tert-butyl(3-fluoro-2-(hydroxymethyl)pyridin-4-yl) carbamate C(N)(OC1=C(C(=NC=C1C(C)(C)C)CO)F)=O